OC1=CC=C2C(C(=COC2=C1CO)C1=CC=C(C=C1)OC)=O 7-Hydroxy-8-(hydroxymethyl)-3-(4-methoxyphenyl)-4H-chromen-4-one